C(#N)C(COOCC)NC(C1=C(C=CC=C1)C)=O N-(1-cyano-2-ethylperoxyethyl)-2-methylbenzamide